benzyl-dipropyl-methyl-ammonium chloride [Cl-].C(C1=CC=CC=C1)[N+](C)(CCC)CCC